6-(2-chloro-3-fluorophenyl)-2-((4-((2-(dimethylamino)ethyl)(methyl)amino)phenyl)amino)-5-ethynyl-8-methylpyrido[2,3-d]pyrimidin-7(8H)-one ClC1=C(C=CC=C1F)C1=C(C2=C(N=C(N=C2)NC2=CC=C(C=C2)N(C)CCN(C)C)N(C1=O)C)C#C